FC=1C=C2C(=CNC(C2=CC1F)=O)[C@@H](C)N(C(=O)C=1NC2=C(C=CC=C2C1)F)C (R)-N-(1-(6,7-difluoro-1-oxo-1,2-dihydroisoquinolin-4-yl)ethyl)-7-fluoro-N-methyl-1H-indole-2-carboxamide